OC1=C(C(=CC=C1)CC=C)O 1,2-dihydroxy-3-allylbenzene